7-chloro-2,2-dimethyl-2,3-dihydro-4H-pyrano[3,2-c]pyridin-4-one ClC1=CC2=C(C=N1)C(CC(O2)(C)C)=O